CC(C(=O)N1N=C(C(=C1NCC1=CC=C(C=C1)F)C)C1C(N(CC1)C(=O)N1CCOCC1)=O)(C)C 3-[1-(2,2-dimethylpropanoyl)-5-{[(4-fluorophenyl)methyl]amino}-4-methyl-1H-pyrazol-3-yl]-1-(morpholine-4-carbonyl)pyrrolidin-2-one